COC=1C=C(C=C2CN(CC(C2=O)C=2C=NC=CC2)C)C=C(C1OC)OC 3-(3,4,5-trimethoxybenzylidene)-5-(3-pyridyl)-N-methyl-4-piperidone